4,5-dihydrothieno[3,2-c]pyridine-7-carboxamide S1C=CC=2CNC=C(C21)C(=O)N